1-(difluoromethyl)-8-isocyanato-1,2,3,5,6,7-hexahydro-s-indacene FC(C1CCC2=CC=3CCCC3C(=C12)N=C=O)F